(RS)-5-Chloro-pyridine-2-carboxylic acid (4-piperidin-3-yl-phenyl)-amide N1C[C@H](CCC1)C1=CC=C(C=C1)NC(=O)C1=NC=C(C=C1)Cl |r|